(4-chloro-2-(pyrrolidin-2-yl)benzyl)-2-thiocarbonyl-1,2,3,5-tetrahydro-4H-pyrrolo[3,2-d]pyrimidin-4-one ClC1=CC(=C(CN2C(NC(C3=C2C=CN3)=O)=C=S)C=C1)C1NCCC1